(Z)-2-methyl-3-phenyl-acrolein C/C(/C=O)=C/C1=CC=CC=C1